tert-butyl N-{5-[(2S)-2-[N-(tert-butoxycarbonyl)acetamido]propyl]-6-methylthieno[3,2-c][1,2]thiazol-3-yl}-N-(thiophen-2-ylmethyl)carbamate C(C)(C)(C)OC(=O)N(C(C)=O)[C@H](CC1=C(C2=NSC(=C2S1)N(C(OC(C)(C)C)=O)CC=1SC=CC1)C)C